C12CN(CC(N1)C2)C=2OC1=C(N2)C(=CC=C1C=1SC=CN1)C(C(F)(F)F)OC(C(C)(O)C)(F)F 1-(1-(2-(3,6-diazabicyclo[3.1.1]heptan-3-yl)-7-(thiazol-2-yl)benzo[d]oxazol-4-yl)-2,2,2-trifluoroethoxy)-1,1-difluoro-2-methylpropan-2-ol